ClC1=C(C=C2C=C(N=CC2=C1)NC(=O)[C@@H]1CC12CCOCC2)N2CCN(CC2)[C@H]2COC[C@H]2O (R)-N-(7-chloro-6-(4-((3S,4S)-4-hydroxytetrahydrofuran-3-yl)piperazin-1-yl)isoquinolin-3-yl)-6-oxaspiro[2.5]octane-1-carboxamide